[Cu]=O.[Pd] palladium-copper oxide